C(CCCCCCCCCCC)C1=CC=C(C[N-]CCCCCC#CC2=CC=CC=C2)C=C1 N-(4-dodecylbenzyl)-7-phenylhept-6-ynylamide